2-((2-((4-cyano-2-fluorobenzyl)oxy)-6a,7,9,10-tetrahydropyrazino[1,2-d]pyrido[3,2-b][1,4]oxazin-8(6H)-yl)methyl)-1-(((S)-oxetan-2-yl)methyl)-1H-benzo[d]imidazole-6-carboxylic acid C(#N)C1=CC(=C(COC=2C=CC=3OCC4N(C3N2)CCN(C4)CC4=NC2=C(N4C[C@H]4OCC4)C=C(C=C2)C(=O)O)C=C1)F